C(C1=CC=CC=C1)OC=1C=C(C=CC1[N+](=O)[O-])C[C@@H](CO)NC(OC(C)(C)C)=O tert-Butyl (S)-(1-(3-(benzyloxy)-4-nitrophenyl)-3-hydroxypropan-2-yl)carbamate